C(#C)C=1SC=C(N1)C(=O)NCC1=CC=CC2=CC=CC=C12 2-ethynyl-N-(naphthalen-1-ylmethyl)thiazole-4-carboxamide